CC1(C(=[N+](C=2C=CC3=C(C12)C=CC=C3)C)\C=C\C3=C/C(/CCC3)=C/C=C\3/N(C=1C=CC2=C(C1C3(C)C)C=CC=C2)C)C 1,1,3-trimethyl-2-((E)-2-((E)-3-((E)-2-(1,1,3-trimethyl-1,3-dihydro-2H-benzo[e]indol-2-ylidene)ethylidene)cyclohex-1-en-1-yl)vinyl)-1H-benzo[e]indol-3-ium